ClC1=CC=C(C=C1)[C@H](CN1N=C(N=N1)CN1C=NC=2N=CN(C2C1=O)C)O 1-({2-[(2R)-2-(4-chlorophenyl)-2-hydroxyethyl]-2H-1,2,3,4-tetrazol-5-yl}methyl)-7-methyl-6,7-dihydro-1H-purin-6-one